N1CC(CC1)C1=CC=C(S1)C(CSC1=NC(=NC2=CC=CC=C12)C(F)(F)F)=O 1-(5-(pyrrolidin-3-yl)thiophen-2-yl)-2-((2-(trifluoromethyl)quinazolin-4-yl)thio)ethan-1-one